N(N)C(OC1CCCC1)=S O-cyclopentyl Hydrazinecarbothioate